9,9-bis[4-(2-hydroxypropoxy)phenyl]fluorene OC(COC1=CC=C(C=C1)C1(C2=CC=CC=C2C=2C=CC=CC12)C1=CC=C(C=C1)OCC(C)O)C